N-[2-bromo-6-[(3-formyl-2-pyridinyl)thio]benzyl]carbamic acid 9H-fluoren-9-ylmethyl ester C1=CC=CC=2C3=CC=CC=C3C(C12)COC(NCC1=C(C=CC=C1SC1=NC=CC=C1C=O)Br)=O